(S)-4-(2-(2-oxo-4-(((S)-1-(pyridin-2-yl)ethyl)amino)-1,2-dihydroquinolin-3-yl)-1H-benzo[d]imidazol-6-yl)morpholine-2-carboxylic acid methyl ester COC(=O)[C@@H]1CN(CCO1)C=1C=CC2=C(NC(=N2)C=2C(NC3=CC=CC=C3C2N[C@@H](C)C2=NC=CC=C2)=O)C1